tert-butyl (3-(5-chloro-6-((4-methyloxazol-5-yl)methoxy)-3,4-dihydroisoquinolin-2(1H)-yl)-2-hydroxypropyl)carbamate ClC1=C2CCN(CC2=CC=C1OCC1=C(N=CO1)C)CC(CNC(OC(C)(C)C)=O)O